(2S)-2-[(2-Isopropylpyrazole-3-carbonyl)amino]-2-(4-methylcyclohexyl)acetic acid ethyl ester C(C)OC([C@H](C1CCC(CC1)C)NC(=O)C=1N(N=CC1)C(C)C)=O